ethyl 1-[(1S)-1-(2-bromophenyl)ethyl]-1H-imidazole-4-carboxylate BrC1=C(C=CC=C1)[C@H](C)N1C=NC(=C1)C(=O)OCC